8-(4-(tert-butyl)phenyl)-7-methyl-3,4-dihydro-2H,6H-pyrimido[2,1-b][1,3]thiazin-6-one C(C)(C)(C)C1=CC=C(C=C1)C=1N=C2SCCCN2C(C1C)=O